N-[4-[(6,7-dimethoxy-1,5-naphthyridin-4-yl)oxy]phenyl]-5-(4-fluorophenyl)-1,6-dimethyl-4-oxopyridine-3-carboxamide COC=1N=C2C(=CC=NC2=CC1OC)OC1=CC=C(C=C1)NC(=O)C1=CN(C(=C(C1=O)C1=CC=C(C=C1)F)C)C